ClC1=NC=C(C(=N1)C1=C(N=C(S1)C1CC(CC1)(O)C)C(F)(F)F)F 3-[5-(2-chloro-5-fluoro-pyrimidin-4-yl)-4-(trifluoromethyl)thiazol-2-yl]-1-methyl-cyclopentanol